tris(2,5-di-t-butylphenyl) phosphate P(=O)(OC1=C(C=CC(=C1)C(C)(C)C)C(C)(C)C)(OC1=C(C=CC(=C1)C(C)(C)C)C(C)(C)C)OC1=C(C=CC(=C1)C(C)(C)C)C(C)(C)C